Br.Br.N1C=NC(=C1)CCNC(CC(=O)NCCC=1N=CNC1)=O N,N'-bis[2-(1H-imidazol-4-yl)ethyl]propanediamide dihydrobromide